FC1=CC=2C(=NC=CC2)S1 2-fluorothieno[2,3-b]pyridine